tert-Butyl N-[[4-[(2-aminophenyl)methoxy]phenyl]methyl]-N-[(Z)-N,N'-bis(tert-butoxycarbonyl)carbamimidoyl]carbamate NC1=C(C=CC=C1)COC1=CC=C(C=C1)CN(C(OC(C)(C)C)=O)\C(\NC(=O)OC(C)(C)C)=N/C(=O)OC(C)(C)C